(R)-5-(3-(2-methoxyethyl)-2-methyl-3H-imidazo[4,5-b]pyridin-5-yl)-N-(1-methoxypropan-2-yl)pyrrolo[2,1-f][1,2,4]triazin-2-amine COCCN1C(=NC=2C1=NC(=CC2)C=2C=CN1N=C(N=CC12)N[C@@H](COC)C)C